N'-phenyl-N-(3-triethoxysilylpropyl)ethane-1,2-diamine C1(=CC=CC=C1)NCCNCCC[Si](OCC)(OCC)OCC